ethyl 2-amino-4-(8-cyanonaphthalen-1-yl)-3-fluorobenzoate NC1=C(C(=O)OCC)C=CC(=C1F)C1=CC=CC2=CC=CC(=C12)C#N